ClC=1C(=C(C=CC1)CNC([C@H](CC1=CC=CC=C1)NC(CN1N=C(C2=CC=CC=C12)C(=O)N)=O)=O)F (S)-1-(2-((1-((3-chloro-2-fluorophenylmethyl)amino)-1-oxo-3-phenylpropan-2-yl)amino)-2-oxoethyl)-1H-indazole-3-carboxamide